C(C)(C)C1=C(NC2=CC=C(C=C12)C1CCNCC1)C1=CC2=C(C(=NO2)O)C=C1 6-(3-isopropyl-5-(piperidin-4-yl)-1H-indol-2-yl)benzo[d]isoxazol-3-ol